(1-bromo-7-chloro-3-(3,5-difluorophenyl)imidazo[1,5-a]pyridin-8-yl)methanol BrC=1N=C(N2C1C(=C(C=C2)Cl)CO)C2=CC(=CC(=C2)F)F